S1C=C(C=C1)C=1C=CC2=C(C3NC(NC(O2)C3)=O)C1 8-(thiophen-3-yl)-5,6-dihydro-2H-2,6-methanobenzo[g][1,3,5]oxadiazocin-4(3H)-one